B([O-])(F)F.[Li+].C(C(=O)O)(=O)O oxalic acid lithium difluoroborate